N-(2-(cyclopropylethynyl)pyridin-4-yl)-N-(2,2-difluoroethyl)-6,7-difluoro-1-methyl-[1,2,4]triazolo[4,3-a]quinazolin-5-amine C1(CC1)C#CC1=NC=CC(=C1)N(C1=NC=2N(C3=CC=C(C(=C13)F)F)C(=NN2)C)CC(F)F